benzyl ((2S,3R)-2-(((benzyloxy)carbonyl)amino)-3-methylpent-4-en-1-yl)((R)-1-((tert-butyldimethylsilyl)oxy)but-3-en-2-yl)carbamate C(C1=CC=CC=C1)OC(=O)N[C@H](CN(C(OCC1=CC=CC=C1)=O)[C@@H](CO[Si](C)(C)C(C)(C)C)C=C)[C@@H](C=C)C